di-t-butyl-biphenol tert-Butyl-(2-hydroxyethyl)(4-((4-(3-((2-((1S)-1-((tetrahydro-2H-pyran-2-yl)oxy)ethyl)-1H-imidazol-1-yl)methyl)isoxazol-5-yl)phenyl)ethynyl)benzyl)carbamate C(C)(C)(C)C(C1=CC=C(C=C1)C#CC1=CC=C(C=C1)C1=CC(=NO1)CN1C(=NC=C1)[C@H](C)OC1OCCCC1)N(C(O)=O)CCO.C(C)(C)(C)C=1C(=C(C(=CC1)O)C=1C(=CC=CC1)O)C(C)(C)C